tert-butyl (3R)-3-[4-[(5-chloro-6-phenoxy-3-pyridyl)amino]pyrido[3,2-d]pyrimidin-6-yl]piperidine-1-carboxylate ClC=1C=C(C=NC1OC1=CC=CC=C1)NC=1C2=C(N=CN1)C=CC(=N2)[C@H]2CN(CCC2)C(=O)OC(C)(C)C